(S)-2-(5-bromo-3-isopropyl-2-oxopyrazin-1(2H)-yl)-4-methylpentanoic acid methyl ester COC([C@H](CC(C)C)N1C(C(=NC(=C1)Br)C(C)C)=O)=O